COC1=CC=CC(=N1)C1=NC=CC=C1 6-methoxy-2,2'-bipyridine